FC=1C=C(C(=O)NC2=C(C=C(C(=C2)C=2C=NC(=NC2)N2CCOCC2)F)N2C[C@H](N([C@H](C2)C)C)C)C=CC1F 3,4-difluoro-N-[4-fluoro-5-(2-morpholin-4-ylpyrimidin-5-yl)-2-[(3R,5S)-3,4,5-trimethylpiperazin-1-yl]phenyl]benzamide